5-[[6-benzyloxy-8-fluoro-7-(1,1,4-trioxo-1,2,5-thiadiazolidin-2-yl)-2-naphthyl]oxy]pentanal C(C1=CC=CC=C1)OC=1C=C2C=CC(=CC2=C(C1N1S(NC(C1)=O)(=O)=O)F)OCCCCC=O